COC(=O)C1=NNC(=C1)N 5-Amino-1H-pyrazole-3-carboxylic acid methyl ester